C(C1=CC=CC=C1)[C@@H]1NC(OC1([2H])[2H])=O (S)-4-benzyloxazolidin-2-one-5,5-d2